(4-chloro-3-(trifluoromethyl)phenyl)sulfonic acid ClC1=C(C=C(C=C1)S(=O)(=O)O)C(F)(F)F